CC1=CC=CC(=N1)C1=NC=CC(=N1)NC1=NC(=NC=C1)NC=1C=NC(=NC1)N1CCNCC1 N4-[2-(6-methyl-2-pyridyl)pyrimidin-4-yl]-N2-(2-piperazin-1-ylpyrimidin-5-yl)pyrimidine-2,4-diamine